C(#N)C1=C(C=C(C=C1)C)[C@H]1C[C@H](C1)NC(=O)C=1N=NN(C1)[C@@H](C)C=1C=NC(=C(C1)C)N1C([C@@H]2C[C@@H]2C1)=O |o1:21| N-((cis)-3-(2-cyano-5-methylphenyl)cyclobutyl)-1-((S or R)-1-(5-methyl-6-((1R,5S)-2-oxo-3-azabicyclo[3.1.0]hexan-3-yl)pyridin-3-yl)ethyl)-1H-1,2,3-triazole-4-carboxamide